N-((2R,3S,5S)-2-((((CIS)-4-(3-fluorophenyl)cyclohexyl)oxy)methyl)-5-(methoxymethyl)-pyrrolidin-3-yl)methanesulfonamide FC=1C=C(C=CC1)[C@H]1CC[C@H](CC1)OC[C@@H]1N[C@@H](C[C@@H]1NS(=O)(=O)C)COC